9-bromo-10-(3-(naphthalen-2-yl)phenyl)anthracene BrC=1C2=CC=CC=C2C(=C2C=CC=CC12)C1=CC(=CC=C1)C1=CC2=CC=CC=C2C=C1